methoxy-10-methyl-7-(oxetan-3-yl)-5,6,7,8,9,10-hexahydropyrido[3',2':4,5]pyrrolo[2,3-d]azepine COC=1C=CC2=C(N(C=3CCN(CCC32)C3COC3)C)N1